ClC1=C(C=CC(=C1)OCC=1C(=NOC1C1CC1)C1=C(C=CC=C1Cl)Cl)C1CC(=NO1)C1=CC(=NN1C(C)C)C(=O)OC methyl 5-(5-(2-chloro-4-((5-cyclopropyl-3-(2,6-dichlorophenyl) isoxazol-4-yl) methoxy) phenyl)-4,5-dihydroisoxazol-3-yl)-1-isopropyl-1H-pyrazole-3-carboxylate